BrC1=C(C=CC(=C1)C)C 1-bromo-2,5-xylene